1-(tert-butyl) 3-ethyl (R)-piperidine-1,3-dicarboxylate N1(C[C@@H](CCC1)C(=O)OCC)C(=O)OC(C)(C)C